tert-butyl 2,2-dimethyl-4-[(1E)-3-oxobut-1-en-1-yl]-1,3-oxazolidine-3-carboxylate CC1(OCC(N1C(=O)OC(C)(C)C)\C=C\C(C)=O)C